2-ethyl-4-fluoro-3-hydroxy-3H-pyrrolo[3,4-c]pyridin-1-one C(C)N1C(C=2C(=NC=CC2C1=O)F)O